C(C)(C)(C)NSC=1SC2=C(N1)C=CC=C2 N-t-butyl-2-benzothiazolyl-sulfenamide